(S)-N-(4-(3-aminopyrrolidin-1-yl)-1,2-dimethyl-1H-benzo[d]imidazol-5-yl)-1-(2-fluoro-6-methoxyphenyl)-6-oxo-1,6-dihydropyridazine-3-carboxamide N[C@@H]1CN(CC1)C1=C(C=CC=2N(C(=NC21)C)C)NC(=O)C2=NN(C(C=C2)=O)C2=C(C=CC=C2OC)F